N-Octylisothiazolin-3-on C(CCCCCCC)N1SCCC1=O